[4-(3-azabicyclo[3.2.1]octane-8-carbonyl)piperazin-1-yl]-[4-[[3-(2,3-difluoro-4-methoxy-phenyl)imidazo[1,2-a]pyrazin-8-yl]amino]-2-methyl-phenyl]methanone hydrochloride Cl.C12CNCC(CC1)C2C(=O)N2CCN(CC2)C(=O)C2=C(C=C(C=C2)NC=2C=1N(C=CN2)C(=CN1)C1=C(C(=C(C=C1)OC)F)F)C